Methyl (S)-2-(5-((6-((1H-imidazol-1-yl)methyl)-8-(1-ethyl-3-(trifluoromethyl)-1H-pyrazol-4-yl)-4-oxochroman-3-yl)methyl)-2-fluorophenoxy)acetate N1(C=NC=C1)CC=1C=C2C([C@H](COC2=C(C1)C=1C(=NN(C1)CC)C(F)(F)F)CC=1C=CC(=C(OCC(=O)OC)C1)F)=O